COC(=O)C=1C=2C(=CN(C2C=CC1)CC1=CC(=CC(=C1)C(F)(F)F)C(F)(F)F)\C=C(\C(=O)OC(C)(C)C)/C#N (E)-1-(3,5-bis(trifluoromethyl)benzyl)-3-(3-(tert-butoxy)-2-cyano-3-oxoprop-1-en-1-yl)-1H-indole-4-carboxylic acid methyl ester